4-(2-((3-((2,6-Dioxopiperidin-3-yl)amino)phenyl)amino)-2-oxoethyl)piperazine-1-carboxylic acid tert-butyl ester C(C)(C)(C)OC(=O)N1CCN(CC1)CC(=O)NC1=CC(=CC=C1)NC1C(NC(CC1)=O)=O